bis-trifluoromethanesulfonyl borate B(OS(=O)(=O)C(F)(F)F)(OS(=O)(=O)C(F)(F)F)[O-]